ClC=1C=CC(=C(C1)C=1C=C(C=2OCCNC2N1)NC1=CC(=NC=C1)NC(CCN1CCN(CC1)C)=O)F N-(4-{[6-(5-chloro-2-fluoro-phenyl)-2H,3H,4H-pyrido[3,2-b]-[1,4]oxazin-8-yl]amino}pyridin-2-yl)-3-(4-methylpiperazin-1-yl)-propanamide